C(C)N1N=CC(=C1)B(O)O (1-ethylpyrazol-4-yl)boronic acid